COC=1C=C(C=CC1C)NC(=O)C1CCC(CC1)NC(OC(C)(C)C)=O tert-butyl N-[4-[(3-methoxy-4-methyl-phenyl)carbamoyl]cyclohexyl]-carbamate